N1(N=NN=C1)C[C@H](C)OC1=C(C#N)C=CC=C1 2-{[(2S)-1-(1H-tetrazol-1-yl)propan-2-yl]Oxy}benzonitrile